lithium ammonium bis(pentafluoroethyl-sulfonate) FC(C(F)(F)F)(F)S(=O)(=O)[O-].FC(C(F)(F)F)(F)S(=O)(=O)[O-].[NH4+].[Li+]